ClC1=C2C(=NC=C1OC=1C=NN3C1C=NC(=C3)NC)N=C(N2C)NC2=CC(=CC(=C2)C(F)(F)F)CN(C)C 7-chloro-N-(3-((dimethylamino)methyl)-5-(trifluoromethyl)phenyl)-1-methyl-6-((6-(methylamino)pyrazolo[1,5-a]pyrazin-3-yl)oxy)-1H-imidazo[4,5-b]pyridin-2-amine